Pyridinylmethylamine N1=C(C=CC=C1)CN